(5-Fluoro-3-methylbenzofuran-2-yl)(1-methylcyclopropyl)methanamine FC=1C=CC2=C(C(=C(O2)C(N)C2(CC2)C)C)C1